OC1=C(C(=O)OC2=C(C(=O)O)C=CC=C2)C=CC=C1 2-(2-hydroxybenzoyl)-oxybenzoic acid